FC(C=1C=C(\C=N\C(C(=O)OCC)(C(C)C)CBr)C=C(C1)C(F)(F)F)(F)F (E)-ethyl 2-((3,5-bis(trifluoromethyl) benzylidene) amino)-2-bromomethyl-3-methylbutyrate